(2S)-1-Hydroxy-2-((2S)-4-methyl-2-((((1-phenylpropan-2-yl)oxy)carbonyl)amino)pentanamido)-3-((S)-2-oxopyrrolidin-3-yl)propane-1-sulfonate OC([C@H](C[C@H]1C(NCC1)=O)NC([C@H](CC(C)C)NC(=O)OC(CC1=CC=CC=C1)C)=O)S(=O)(=O)[O-]